ClC=1C(=C(C(=CC1C)C)C1=CC=CC=C1)C chloro-2,4,6-trimethyl-1,1'-biphenyl